(R)-6-(4-fluorophenyl)-8-(pyrimidin-5-yl)-N-(1-(2-(trifluoromethyl)pyrimidin-5-yl)ethyl)quinazolin-4-amine FC1=CC=C(C=C1)C=1C=C2C(=NC=NC2=C(C1)C=1C=NC=NC1)N[C@H](C)C=1C=NC(=NC1)C(F)(F)F